6,9-Dimethyl-3-pentyl-6H-benzo[c]chromen-1-ol CC1OC=2C=C(C=C(C2C2=C1C=CC(=C2)C)O)CCCCC